FC1=C(C(=CC(=C1)F)F)[Ti]C1=C(C=C(C=C1F)F)F bis(2,4,6-trifluorophenyl)titanium